methyl (2S)-2-ethynylmorpholine-4-carboxylate C(#C)[C@H]1CN(CCO1)C(=O)OC